phenyl (6-methoxypyridazin-3-yl)carbamate COC1=CC=C(N=N1)NC(OC1=CC=CC=C1)=O